1-(bromomethyl)-3-phenyl-benzene BrCC1=CC(=CC=C1)C1=CC=CC=C1